{[(2-{2-[4-(1,2,4,5-tetrazin-3-yl)phenyl]acetamido}ethyl)dimethylammonio]methyl}trifluoroborate N1=NC(=NN=C1)C1=CC=C(C=C1)CC(=O)NCC[N+](C)(C)C[B-](F)(F)F